N(=C=O)C=1C=CC(=NC1)C 5-isocyanato-2-methylpyridine